N-cyclopropyl-2-[(2-fluoro-4-iodophenyl)amino]-N,1,5-trimethyl-4-{2-methyl-3-[(methylsulfamoyl)amino]phenoxy}-6-oxopyridine-3-carboxamide C1(CC1)N(C(=O)C1=C(N(C(C(=C1OC1=C(C(=CC=C1)NS(NC)(=O)=O)C)C)=O)C)NC1=C(C=C(C=C1)I)F)C